3-amino-6-chloro-5-cyclopropoxypyridine-2-carboxylic acid methyl ester COC(=O)C1=NC(=C(C=C1N)OC1CC1)Cl